tert-butyl (3-bromo-5-chloro-2-(hydroxymethyl)furo[3,2-b]pyridin-7-yl)(thiophen-2-ylmethyl)carbamate BrC1=C(OC=2C1=NC(=CC2N(C(OC(C)(C)C)=O)CC=2SC=CC2)Cl)CO